O=C1NC(CCC1N1C(C2=CC=CC(=C2C1)OCCCCCCN1CCC(CC1)C1=CC=C(C(=O)N2CCC(CC2)CCCCNC(\C=C\C=2C=NC=CC2)=O)C=C1)=O)=O (E)-N-(4-(1-(4-(1-(6-((2-(2,6-dioxopiperidin-3-yl)-1-oxoisoindoline-4-yl)oxy)hexyl)piperidin-4-yl)benzoyl)piperidin-4-yl)butyl)-3-(pyridin-3-yl)acrylamide